(S)-N-(1-(4-((4-cyclopropyl-1,5-naphthyridin-3-yl)amino)phenyl)-2,2,2-trifluoroethyl)-N-methyl-1-(3-methyl-1,2,4-oxadiazol-5-yl)azetidine-3-carboxamide C1(CC1)C1=C(C=NC2=CC=CN=C12)NC1=CC=C(C=C1)[C@@H](C(F)(F)F)N(C(=O)C1CN(C1)C1=NC(=NO1)C)C